COC=1C=C(C=CC1OC)C1=NC2=C(N1)C=C(C(=C2)C2C[C@@H](N(CC2)C2CCNCC2)C(C)C)C(F)(F)F 2-(3,4-dimethoxyphenyl)-5-(r-isopropyl-[1,4'-bipiperidin]-4-yl)-6-(trifluoromethyl)-1H-benzo[d]imidazole